(R)-(2-(benzofuran-3-yl)-1-(2-oxo-2-(tetrahydro-1H-furo[3,4-c]pyrrol-5(3H)-yl)acetamido)ethyl)boronic acid O1C=C(C2=C1C=CC=C2)C[C@H](NC(C(N2CC1C(C2)COC1)=O)=O)B(O)O